O[C@@H](CN1C[C@@H]2[C@](C1)(C[C@H](C2)OC2=CC=CC=C2)O)C=2C=C1CC(NC1=CC2)=O 5-((R)-1-hydroxy-2-((3aS,5S,6aR)-3a-hydroxy-5-phenoxyhexahydrocyclopenta[c]pyrrol-2(1H)-yl)ethyl)indolin-2-one